N-(2,4-Dimethyl-6-morpholin-4-yl-pyridin-3-yl)-2-phenyl-acetamide CC1=NC(=CC(=C1NC(CC1=CC=CC=C1)=O)C)N1CCOCC1